3-(3-methyl-2-oxo-5-(4-oxopiperidin-1-yl)-2,3-dihydro-1H-benzo[d]imidazol-1-yl)-1-((2-(trimethylsilyl)ethoxy)methyl)piperidine-2,6-dione CN1C(N(C2=C1C=C(C=C2)N2CCC(CC2)=O)C2C(N(C(CC2)=O)COCC[Si](C)(C)C)=O)=O